ethyl 1-amino-4-bromo-3-(pyridin-2-yl)-1H-pyrrole-2-carboxylate NN1C(=C(C(=C1)Br)C1=NC=CC=C1)C(=O)OCC